tert-butyl 6-(1-benzyl-3-(2-isopropylphenyl)piperidin-4-yl)-2,6-diazaspiro[3.3]heptane-2-carboxylate C(C1=CC=CC=C1)N1CC(C(CC1)N1CC2(CN(C2)C(=O)OC(C)(C)C)C1)C1=C(C=CC=C1)C(C)C